C1(CCCCC1)[C@H]1CC2(CN(C2)C(=O)C2CC3(C2)NCOC3)CC1 |r| (rac)-(2s,4s)-2-(6-Cyclohexyl-2-azaspiro[3.4]octane-2-carbonyl)-7-oxa-5-azaspiro[3.4]octan